Tetrakis-[(2-cyano-3,3-diphenylacryloyl)oxymethyl]-methan C(#N)C(C(=O)OCC(COC(C(=C(C1=CC=CC=C1)C1=CC=CC=C1)C#N)=O)(COC(C(=C(C1=CC=CC=C1)C1=CC=CC=C1)C#N)=O)COC(C(=C(C1=CC=CC=C1)C1=CC=CC=C1)C#N)=O)=C(C1=CC=CC=C1)C1=CC=CC=C1